ClC=1C=CC2=C([C@@H](C[C@@H](O2)C(=O)NC23CC(C2)(C3)NC(COC3=NC=C(C=C3)Cl)=O)O)C1 (2R,4R)-6-chloro-N-(3-{2-[(5-chloropyridin-2-yl)oxy]acetamido}bicyclo[1.1.1]pentan-1-yl)-4-hydroxy-3,4-dihydro-2H-1-benzopyran-2-carboxamide